C1(CC1)C1=C(C(=NO1)C1=C(C=CC=C1)C(F)(F)F)/C=C/C1CC2(CN(C2)C=2C=C3C(=CC=NC3=CC2)OC(C)C)C1 (E)-6-(6-(2-(5-Cyclopropyl-3-(2-(trifluoromethyl)phenyl)isoxazol-4-yl)vinyl)-2-azaspiro[3.3]heptan-2-yl)-4-isopropoxychinolin